C1(CCCCC1)[C@H](NC(=O)C1=NON=C1C)C1=NC2=C(N1)C=C1CC(CC1=C2)(C(NC)=O)N2C(N[C@@H](C2)CC)=O N-((1S)-cyclohexyl(6-((R)-4-ethyl-2-oxoimidazolidin-1-yl)-6-(methylcarbamoyl)-1,5,6,7-tetrahydroindeno[5,6-d]imidazol-2-yl)methyl)-4-methyl-1,2,5-oxadiazole-3-carboxamide